4-(3-(2,6-dimethylphenoxy)-1-methyl-2-oxo-1,2-dihydropyridin-4-yl)-N-isopropyl-6-methyl-7-oxo-6,7-dihydro-1H-pyrrolo[2,3-c]pyridine-2-carboxamide CC1=C(OC=2C(N(C=CC2C=2C3=C(C(N(C2)C)=O)NC(=C3)C(=O)NC(C)C)C)=O)C(=CC=C1)C